2-bromo-1-(2,2-diethoxyethoxy)-4-isopropoxybenzene BrC1=C(C=CC(=C1)OC(C)C)OCC(OCC)OCC